3,6,7-trimethylphenazine CC=1C=CC2=NC3=CC=C(C(=C3N=C2C1)C)C